ClC=1C=CC(=NC1)[C@@]1(OC2=C(O1)C=CC=C2C2CCN(CC2)CC2=NC1=C(N2C[C@H]2OCC2)C(=CC(=C1)C#N)F)C 2-((4-((S)-2-(5-chloropyridin-2-yl)-2-methylbenzo[d][1,3]dioxol-4-yl)piperidin-1-yl)methyl)-7-fluoro-1-(((S)-oxetan-2-yl)methyl)-1H-benzo[d]imidazole-5-carbonitrile